(6,7-dimethoxyquinolin-4-yl)piperidin-4-amine COC=1C=C2C(=CC=NC2=CC1OC)N1CCC(CC1)N